tert-butyl 4-(6-(1-methyl-1H-pyrazol-4-yl)pyrazolo[1,5-a]pyridin-3-yl)-1,4-diazepane-1-carboxylate CN1N=CC(=C1)C=1C=CC=2N(C1)N=CC2N2CCN(CCC2)C(=O)OC(C)(C)C